3-{[3-(3-methylphenyl)-1,2,4-oxadiazol-5-yl]-methyl}-1-phenylimidazolidine-2,4-dione CC=1C=C(C=CC1)C1=NOC(=N1)CN1C(N(CC1=O)C1=CC=CC=C1)=O